(S)-5-(Azetidin-2-ylmethoxy)-2-methyl-N-(1-(7-(1-methyl-1H-pyrazol-5-yl)quinolin-5-yl)cyclopropyl)benzamide N1[C@@H](CC1)COC=1C=CC(=C(C(=O)NC2(CC2)C2=C3C=CC=NC3=CC(=C2)C2=CC=NN2C)C1)C